N1C(=NC2=C1C=CC=C2)CN(CCCCN)[C@H]2CCCC=1C=CC=NC21 N-(1H-benzimidazol-2-ylmethyl)-N-[(8S)-5,6,7,8-tetrahydroquinolin-8-yl]butane-1,4-diamine